O=C1NC(CCC1N1C(N(C2=C1C=CC(=C2)N2C(CN(CC2)C(=O)OC(C)(C)C)=O)C)=O)=O tert-butyl 4-[1-(2,6-dioxo-3-piperidyl)-3-methyl-2-oxo-benzimidazol-5-yl]-3-oxo-piperazine-1-carboxylate